(2R,3S)-2,3-dihydroxy-3-[6-(morpholin-4-yl)pyridin-3-yl]propanoate O[C@@H](C(=O)[O-])[C@H](C=1C=NC(=CC1)N1CCOCC1)O